N-((2R,3R)-1-(4-((2-fluoro-3-methyl-4-((1-methyl-1H-benzo[d][1,2,3]triazol-5-yl)oxy)phenyl)amino)pyrido[3,2-d]pyrimidin-6-yl)-2-methylpiperidin-3-yl)acrylamide FC1=C(C=CC(=C1C)OC1=CC2=C(N(N=N2)C)C=C1)NC=1C2=C(N=CN1)C=CC(=N2)N2[C@@H]([C@@H](CCC2)NC(C=C)=O)C